ClC1=CC=2C3=C(C(=NC2C(=C1C1=C(C(=CC=C1)Cl)C)F)SC)N=NN3[C@@H]3C[C@H](N(CC3)C(=O)OC(C)(C)C)CC#N tert-butyl (2S,4S)-4-(8-chloro-7-(3-chloro-2-methylphenyl)-6-fluoro-4-(methylthio)-1H-[1,2,3]triazolo[4,5-c]quinolin-1-yl)-2-(cyanomethyl)piperidine-1-carboxylate